6-((5-(trifluoromethyl)pyridin-3-yl)oxy)-2-azaspiro[3.3]heptane 4-methylbenzenesulfonate CC1=CC=C(C=C1)S(=O)(=O)O.FC(C=1C=C(C=NC1)OC1CC2(CNC2)C1)(F)F